C[Si](OC)(OC)C Dimethyldimethoxysilan